1-((R)-3'-(2-((SR)-2-(4-fluorophenyl)-5-methylpyrrolidin-1-yl)-2-oxoethyl)-2',4'-dioxo-2,3-dihydrospiro[indene-1,5'-oxazolidine]-5-yl)-3-methylurea FC1=CC=C(C=C1)[C@H]1N(C(CC1)C)C(CN1C(O[C@]2(C1=O)CCC1=CC(=CC=C12)NC(=O)NC)=O)=O |&1:7|